OC1=CC=CC=2N=C(NC21)C2=CC=CC=C2 hydroxyphenylbenzimidazole